5-(4-chloro-2-fluorophenyl)-7-(5,6-dihydroimidazo[1,2-a]pyrazin-7(8H)-yl)-2-methyl-3-propylpyrido[4,3-d]pyrimidin-4(3H)-one ClC1=CC(=C(C=C1)C1=NC(=CC=2N=C(N(C(C21)=O)CCC)C)N2CC=1N(CC2)C=CN1)F